5-((4,4-Difluorocyclohexyl)methyl)-N-(4-(5-((4-hydroxy-4-methylpentyl)oxy)-2-methylphenyl)pyridin-2-yl)-4H-1,2,4-triazole-3-carboxamide FC1(CCC(CC1)CC=1NC(=NN1)C(=O)NC1=NC=CC(=C1)C1=C(C=CC(=C1)OCCCC(C)(C)O)C)F